3-methoxy-5-[2-methoxy-4-(trifluoromethoxy)phenoxy]pyridine-4-carboxylic acid methyl ester COC(=O)C1=C(C=NC=C1OC1=C(C=C(C=C1)OC(F)(F)F)OC)OC